FC(C=1C(=CC2=CC=CC=C2C1)C1=CC=C(C#N)C=C1)(F)F 4-(3-(trifluoromethyl)naphthalen-2-yl)-benzonitrile